C(C)(C)(C)OC(=O)NC1=C(C=C(C=C1)C(C(=O)O)CC)F 2-(4-((Tert-butoxycarbonyl)amino)-3-fluorophenyl)butanoic acid